BrCCCOC1=CC=C(C=C1)O 4-(3-Bromopropoxy)phenol